BrC=1C=C2C(=NN(C(C2=CC1)=O)CC(=O)N[C@H]1CN(CCC1)C1CCC1)OC1CC1 2-(6-bromo-4-cyclopropyloxy-1-oxophthalazin-2-yl)-N-[(3R)-1-cyclobutylpiperidin-3-yl]acetamide